The molecule is a branched amino pentasaccharide consisting of four alpha-L-rhamnose residues (one at the reducing end) and a single beta-D-N-acetylglucosamine residue. C[C@H]1[C@@H]([C@H]([C@H]([C@@H](O1)O)O[C@H]2[C@@H]([C@@H]([C@H]([C@@H](O2)C)O)O[C@H]3[C@@H]([C@@H]([C@H]([C@@H](O3)C)O)O)O[C@H]4[C@@H]([C@@H]([C@H]([C@@H](O4)C)O)O)O)O)O[C@H]5[C@@H]([C@H]([C@@H]([C@H](O5)CO)O)O)NC(=O)C)O